C1=CC=CC=2C3=CC=CC=C3N(C12)CC(=O)NC1=C(C=CC=C1C#N)Cl 2-carbazol-9-yl-N-(2-chloro-6-cyanophenyl)-acetamide